(4-(6-morpholinopyrrolo[2,1-f][1,2,4]triazin-4-yl)-2-(trifluoromethyl)phenyl)methanamine hydrochloride Cl.O1CCN(CC1)C=1C=C2C(=NC=NN2C1)C1=CC(=C(C=C1)CN)C(F)(F)F